C(=O)O.O1CC(C1)OC1=NC(=NC=C1C(F)(F)F)N[C@H]1CN(CCC1)C=1C2=C(N=CN1)CNCC2 (R)-4-(oxetan-3-yloxy)-N-(1-(5,6,7,8-tetrahydropyrido[3,4-d]pyrimidin-4-yl)piperidin-3-yl)-5-(trifluoromethyl)pyrimidin-2-amine formate salt